3-bromothieno[3,2-b]furan-5-carboxylic acid BrC=1C2=C(OC1)C=C(S2)C(=O)O